2-bromo-4-chloro-pyridine BrC1=NC=CC(=C1)Cl